O=C1NC=CC2=C(C=CC=C12)N1N=CC(=C1C(F)(F)F)C(=O)O 1-(1-oxo-1,2-dihydroisoquinoline-5-yl)-5-(trifluoromethyl)-1H-pyrazole-4-carboxylic acid